1-[4-(2,3-dimethylphenyl)piperazin-1-yl]-2-[3-(4-hydroxy-2-oxo-8-azaspiro[4.5]decane-8-carbonyl)-5,6-dihydrocyclopenta[c]pyrazol-1(4H)-yl]ethan-1-one CC1=C(C=CC=C1C)N1CCN(CC1)C(CN1N=C(C2=C1CCC2)C(=O)N2CCC1(C(CC(C1)=O)O)CC2)=O